tert-Butyl (2R,4S)-4-(benzyloxy)-2-((3-hydroxy-2-(methoxycarbonyl)-5-methylphenoxy)methyl)pyrrolidin-1-carboxylate C(C1=CC=CC=C1)O[C@H]1C[C@@H](N(C1)C(=O)OC(C)(C)C)COC1=C(C(=CC(=C1)C)O)C(=O)OC